1-Bromo-4-(4-bromo-6-chloro-1-(tetrahydro-2H-pyran-2-yl)-1H-indazol-5-yl)butan-2-one BrCC(CCC=1C(=C2C=NN(C2=CC1Cl)C1OCCCC1)Br)=O